NCCN(CCN)CCN N,N-Bis(2-aminoethyl)-1,2-ethanediamine